3-chloro-N-((4-chloro-2-(cyclopropylamino)phenyl)thiocarbamoyl)-5-(trifluoromethyl)picolinamide ClC=1C(=NC=C(C1)C(F)(F)F)C(=O)NC(NC1=C(C=C(C=C1)Cl)NC1CC1)=S